3-(4-methylpiperazin-1-yl)propanoic acid dihydrochloride Cl.Cl.CN1CCN(CC1)CCC(=O)O